CC(C)(C)OC(=O)N(C)C1CCC(=O)CC1 tert-butyl N-methyl-N-(4-oxocyclohexyl)carbamate